2-(4-methoxybenzyl)-5-(7-(2-(4-methoxybenzyl)-2H-1,2,3-triazol-4-yl)-9H-fluoren-2-yl)-2H-1,2,3-triazole-4-carboxylic acid COC1=CC=C(CN2N=C(C(=N2)C(=O)O)C2=CC=3CC4=CC(=CC=C4C3C=C2)C2=NN(N=C2)CC2=CC=C(C=C2)OC)C=C1